C(C)OC=1C=C(C(=O)NC2=NC=CC(=C2)C(F)(F)F)C=C(C1)F 3-ethoxy-5-fluoro-N-(4-(trifluoromethyl)pyridin-2-yl)benzamide